platinum divinyltetramethyl-disiloxane C(=C)[Si](O[Si](C)(C)C)(C)C=C.[Pt]